1-methoxy-2-methyl-4-(3',5'-dimethylphenyl)-1,2,3,5,6,7-hexahydro-s-indacene COC1C(CC2=C(C=3CCCC3C=C12)C1=CC(=CC(=C1)C)C)C